3-pyridinemethanol hydrogen fluoride F.N1=CC(=CC=C1)CO